1-[6-amino-5-(3-methoxy-2,6-dimethyl-phenyl)-2-pyrazin-2-yl-pyrrolo[2,3-b]pyrazin-7-yl]ethanone NC1=C(C=2C(=NC=C(N2)C2=NC=CN=C2)N1C1=C(C(=CC=C1C)OC)C)C(C)=O